5-bromo-3-(6-(difluoromethyl)pyridin-3-yl)-1-tosyl-1H-pyrrolo[2,3-b]pyridine BrC=1C=C2C(=NC1)N(C=C2C=2C=NC(=CC2)C(F)F)S(=O)(=O)C2=CC=C(C)C=C2